7-(3-{1-[(2,2-Dimethylcyclopropyl)methyl]-1H-pyrazol-4-yl}-6-methylpyridin-2-yl)imidazo[1,2-a]pyridin CC1(C(C1)CN1N=CC(=C1)C=1C(=NC(=CC1)C)C1=CC=2N(C=C1)C=CN2)C